2-(2-((2-(4-methoxyphenyl)prop-1-en-1-yl)oxy)ethoxy)ethan-1-ol COC1=CC=C(C=C1)C(=COCCOCCO)C